tri-p-tolyl-aluminum C1(=CC=C(C=C1)[Al](C1=CC=C(C=C1)C)C1=CC=C(C=C1)C)C